(R)-3,3-bis(fluoromethyl)-1-(5H-imidazo[5,1-a]isoindol-5-yl)cyclobutan-1-ol FCC1(CC(C1)(O)[C@@H]1N2C(C3=CC=CC=C13)=CN=C2)CF